[Na].C1(CC1)S(=O)(=O)C1=CC(=C(C=C1)NC(=O)C1=CC=C2C(=N1)N(N=C2)C2CC(C2)(F)F)N2CCC1(CC1)CC2 N-(4-(cyclopropylsulfonyl)-2-(6-azaspiro[2.5]oct-6-yl)phenyl)-1-(3,3-difluorocyclobutyl)-1H-pyrazolo[3,4-b]pyridine-6-carboxamide sodium salt